4-(3-chlorophenyl)-1-(methylamino)-6-(trifluoromethyl)-3H-pyridine ClC=1C=C(C=CC1)C1CCN(C(=C1)C(F)(F)F)NC